3-chloro-2-fluorophenylmethyl-(2-(cyclopropylamino)ethyl)-carbamic acid tert-butyl ester C(C)(C)(C)OC(N(CCNC1CC1)CC1=C(C(=CC=C1)Cl)F)=O